3-(5-((7-(4'-chloro-5,5-dimethyl-3,4,5,6-tetrahydro-[1,1'-biphenyl]-2-carbonyl)-7-azaspiro[3.5]nonan-2-yl)oxy)-1-oxoisoindolin-2-yl)piperidine-2,6-dione ClC1=CC=C(C=C1)C1=C(CCC(C1)(C)C)C(=O)N1CCC2(CC(C2)OC=2C=C3CN(C(C3=CC2)=O)C2C(NC(CC2)=O)=O)CC1